(S)-3-fluoro-4-(3-isopropyl-2,5-dioxo-4-(4-(trifluoromethyl)benzyl)-piperazin-1-yl)benzonitrile FC=1C=C(C#N)C=CC1N1C([C@@H](N(C(C1)=O)CC1=CC=C(C=C1)C(F)(F)F)C(C)C)=O